2-(6-fluoro-1-methyl-1H-indol-4-yl)-7-(fluoromethoxy)-4-(4-fluoropiperidine-1-carbonyl)-1,2-dihydroisoquinolin-1-one FC1=CC(=C2C=CN(C2=C1)C)N1C(C2=CC(=CC=C2C(=C1)C(=O)N1CCC(CC1)F)OCF)=O